(4-(1-(2-fluorophenyl)azetidin-3-yl)-2,6-dimethylbenzyl)piperidine-4-carboxylic acid FC1=C(C=CC=C1)N1CC(C1)C1=CC(=C(CN2CCC(CC2)C(=O)O)C(=C1)C)C